N-isopropyl-1-[4-(trifluoromethyl)phenyl]isoquinoline C(C)(C)N1C(C2=CC=CC=C2C=C1)C1=CC=C(C=C1)C(F)(F)F